N-[4-(3-chlorophenoxy)-3-sulfamoylphenyl]-2-(4-hydroxyphenyl)acetamide ClC=1C=C(OC2=C(C=C(C=C2)NC(CC2=CC=C(C=C2)O)=O)S(N)(=O)=O)C=CC1